FC=1C(=C(C=CC1)N1CCN(CC1)C(CCC(=O)C1=NC=CC=C1)=O)C 1-[4-(3-fluoro-2-methyl-phenyl)piperazin-1-yl]-4-(2-pyridyl)butane-1,4-dione